1-(2-(1-(quinolin-6-yl)-1h-indol-4-yl)ethyl)-4-(trifluoromethyl)piperidin-4-ol hydrochloride Cl.N1=CC=CC2=CC(=CC=C12)N1C=CC2=C(C=CC=C12)CCN1CCC(CC1)(O)C(F)(F)F